N-(2-((1S,3S,5S)-3-cyano-2-azabicyclo[3.1.0]hex-2-yl)-2-oxoethyl)-7-methoxy-2-methylquinoline-4-carboxamide C(#N)[C@H]1N([C@H]2C[C@H]2C1)C(CNC(=O)C1=CC(=NC2=CC(=CC=C12)OC)C)=O